ClCC=C(C)C 1-chloro-3-methyl-2-butene